(S)-(5-(1-(difluoromethyl)-1H-pyrazol-3-yl)-1,3,4-oxadiazol-2-yl)(4-(7-fluorobenzo[d]oxazol-2-yl)-6,7-dihydro-1H-imidazo[4,5-c]pyridin-5(4H)-yl)methanone FC(N1N=C(C=C1)C1=NN=C(O1)C(=O)N1[C@@H](C2=C(CC1)NC=N2)C=2OC1=C(N2)C=CC=C1F)F